BrC=1C=C(N)C=C(C1C)C1=NC=CC=C1 3-Bromo-4-methyl-5-(pyridin-2-yl)aniline